N(C(=N)N)NCC=1OC(=NN1)C1=CC=C(C=C1)OC 2-guanidinoaminomethyl-5-(4-(methoxy)phenyl)-1,3,4-oxadiazole